CN1N=NC(=C1C=1C=C2C(=NC1)C1=C(N2C(C)C2=C(C=C(C=C2C)F)C)C(=NN1C)C(CN)(C)O)C 2-(6-(1,4-dimethyl-1H-1,2,3-triazol-5-yl)-4-(1-(4-fluoro-2,6-dimethylphenyl)ethyl)-1-methyl-1,4-dihydropyrazolo[3',4':4,5]pyrrolo[3,2-b]pyridin-3-yl)propan-2-olamine